mono(2-(perfluorohexyl) ethyl) phosphate P(=O)(OCCC(C(C(C(C(C(F)(F)F)(F)F)(F)F)(F)F)(F)F)(F)F)([O-])[O-]